FC(C1=CN=C2N1N=C(C=C2)C2=CNC=1N=C(N=CC12)NCC1(CC1)F)F 5-(3-(difluoromethyl)imidazo[1,2-b]pyridazin-6-yl)-N-((1-fluorocyclopropyl)methyl)-7H-pyrrolo[2,3-d]pyrimidin-2-amine